CNCC1=C(CN(C(=O)C2CCCC2)CC(NC=2C=C3CC4(C(NC5=NC=CC=C54)=O)CC3=CC2)=O)C=CC=C1 N-(2-((methylamino)methyl)benzyl)-N-(2-oxo-2-((2'-oxo-1,1',2',3-tetrahydrospiro[indene-2,3'-pyrrolo[2,3-b]pyridin]-5-yl)amino)ethyl)cyclopentanecarboxamide